ClCOC([C@@H](NC(=O)OC(C)(C)C)C(C)C)=O (t-butoxycarbonyl)-L-valine chloromethyl ester